ClC1=NC=C(C(=N1)OC)\C=C\C1=CC(=C(C=C1)F)OC (E)-2-chloro-5-(4-fluoro-3-methoxystyryl)-4-methoxypyrimidine